DiMethylIsoValerylPhosphonate COP(OC)(=O)C(CC(C)C)=O